methyl-2-oxo-2-((1-(pyridin-2-yl)ethyl)((5-(trifluoromethyl)pyridin-2-yl)methyl)amino)acetate COC(C(N(CC1=NC=C(C=C1)C(F)(F)F)C(C)C1=NC=CC=C1)=O)=O